1-[5-bromo-1-(2-trimethylsilylethoxymethyl)-1,2,4-triazol-3-yl]-3-(5-methylisoxazol-4-yl)propane-1,3-dione BrC1=NC(=NN1COCC[Si](C)(C)C)C(CC(=O)C=1C=NOC1C)=O